3-(9H-carbazol-9-yl)propionic acid C1=CC=CC=2C3=CC=CC=C3N(C12)CCC(=O)O